BrC=1N=C(N2C1C=CC(=C2)S(=O)(=O)Cl)C=2SC(=NN2)C(F)F 1-bromo-3-(5-(difluoromethyl)-1,3,4-thiadiazol-2-yl)imidazo[1,5-a]pyridin-6-sulfonyl chloride